FC1([C@H](C1)COC1=C2[C@H](C([C@H](C2=C(C=C1)SC(F)(F)F)O)(F)F)F)F (1S,3R)-4-[[(1R)-2,2-difluorocyclopropyl]methoxy]-2,2,3-trifluoro-7-(trifluoromethylsulfanyl)indan-1-ol